N[C@H]1[C@@H](CCCC1)N (R,R)-1,2-diaminocyclohexane